CC1(COB(OC1)C1=CC=C(C=C1)B1OCC(CO1)(C)C)C 1,4-bis(5,5-dimethyl-1,3,2-dioxaborinan-2-yl)benzene